CN(C)CC1CN(CCO1)CCN(C(C1=C(C=C(C=C1)NC=1C=2N(C=CN1)C(=CN2)C2=CC(=C(C=C2)OC)F)C)=O)C N-[2-[2-[(dimethylamino)methyl]morpholin-4-yl]ethyl]-4-[[3-(3-fluoro-4-methoxyphenyl)imidazo[1,2-a]pyrazin-8-yl]amino]-N,2-dimethyl-benzamide